6-methylmorpholin CC1OCCNC1